N-[2-[bis(carboxymethyl)amino]ethyl]-N-[2-[(carboxymethyl)amino]ethyl]-beta-alanine C(=O)(O)CN(CCN(CCC(=O)O)CCNCC(=O)O)CC(=O)O